N-(bicyclo[1.1.1]Pent-1-yl)-6-(4-fluorophenyl)-4-hydroxy-2-oxo-1,2-dihydro-1,8-naphthyridine-3-carboxamide C12(CC(C1)C2)NC(=O)C=2C(NC1=NC=C(C=C1C2O)C2=CC=C(C=C2)F)=O